BrC=1C=C(C=NC1)C(=O)O 5-Bromopyridine-3-carboxylic acid